S(N)(=O)(=O)C1=CC=C(S1)C(=O)OCC ethyl 5-sulfamoylthiophene-2-carboxylate